({[3-(dimethylamino)propyl]imino}methylidene)(ethyl)amine hydrochloride Cl.CN(CCCN=C=NCC)C